COCCOC1=NC=CC=C1C1=NC=C2NC(N(C2=N1)CC1=CC=C(C=C1)C=1N(C=C(N1)C(F)(F)F)C)=O 2-(2-(2-methoxyethoxy)pyridin-3-yl)-9-(4-(1-methyl-4-(trifluoromethyl)-1H-imidazol-2-yl)benzyl)-7,9-dihydro-8H-purin-8-one